CC1(CC1)C(=O)OC1CC(CCC1C(C)C)C Menthyl 1-methylcyclopropanecarboxylate